2-{[tert-butyl-(diphenyl)silyl]oxy}acetyl-hydrazine C(C)(C)(C)[Si](OCC(=O)NN)(C1=CC=CC=C1)C1=CC=CC=C1